C(C)(C)(C)OC(NCC1=CC=C(C=C1)C1=NN(C(C2=CC(=CC=C12)OC)=O)C)=O (4-(6-methoxy-3-methyl-4-oxo-3,4-dihydro-phthalazin-1-yl)benzyl)carbamic acid tert-butyl ester